C[C@@H]1N(CCC1)C(=O)C1=CC=2N(C(=C1)C1=CC=C(C#N)C=C1)N=CN2 4-{7-[(2S)-2-methylpyrrolidine-1-carbonyl]-[1,2,4]triazolo[1,5-a]pyridin-5-yl}benzonitrile